FC(C=1C(=C(C=CC1)[C@@H](C)NC=1C2=C(N=C(N1)C)N=CC(=C2)C2=CC(=CC=C2)OC)F)F (R)-N-(1-(3-(difluoromethyl)-2-fluorophenyl)ethyl)-6-(3-methoxyphenyl)-2-methylpyrido[2,3-d]pyrimidin-4-amine